1-(5-bromo-2-fluoropyridin-3-yl)-2,2,2-trifluoroethan-1-ol BrC=1C=C(C(=NC1)F)C(C(F)(F)F)O